C1(CC1)OC=1C=CC(=NC1)S(=O)(=O)N1CCC2(CCC(C2)N2CCOCC2)CC1 4-(8-((5-Cyclopropoxypyridin-2-yl)sulfonyl)-8-azaspiro[4.5]decan-2-yl)morpholine